(R)-5-(2-(2,5-Difluorophenyl)pyrrolidin-1-yl)-N-phenethyl-3H-imidazo[4,5-b]pyridine-3-carboxamide FC1=C(C=C(C=C1)F)[C@@H]1N(CCC1)C1=CC=C2C(=N1)N(C=N2)C(=O)NCCC2=CC=CC=C2